2-Boc-2-aza-spiro[3.3]heptane-6-methanol C(=O)(OC(C)(C)C)N1CC2(C1)CC(C2)CO